N-methyl-2-(1-ethyl-2-hydroxy-2-nitrosohydrazino)-ethylamine CNCCN(N(N=O)O)CC